FC1(CC2(C1)CC(NCC2)C2=C(C=C(C(=O)OC)C=C2)N2CC(C2)(F)F)F Methyl 4-(2,2-difluoro-7-azaspiro[3.5]nonan-6-yl)-3-(3,3-difluoroazetidin-1-yl)benzoate